ClC=1C=C(C=CC1C1CCCCC1)C=CCN1CCCCCC1 1-[3-(3-chloro-4-cyclohexylphenyl)allyl]azepane